C1(CC1)N(C1=NC=NC(=C1F)NCC1CCN(CC1)S(=O)(=O)C)CC1=CC=C(C=C1)C(F)(F)F N4-cyclopropyl-5-fluoro-N6-[(1-methylsulfonyl-4-piperidyl)methyl]-N4-[[4-(trifluoromethyl)phenyl]methyl]pyrimidine-4,6-diamine